N1=CC=CC=2C(=CC=NC12)CC#N naphthyridine-5-acetonitrile